ClC=1C(N(N=CC1NC[C@@H]1COCCC1)C1CCN(CC1)S(=O)(=O)C1=CC=C(C=C1)C(C)(C)O)=O (R)-4-chloro-2-(1-((4-(2-hydroxypropan-2-yl)phenyl)sulfonyl)piperidin-4-yl)-5-(((tetrahydro-2H-pyran-3-yl)methyl)amino)pyridazin-3(2H)-one